CC1=CC=C(C=N1)C1CC=NN1C(=O)C12CC(C1)(C2)CN2N=CC1=CC(=CC=C21)C#N 1-((3-(5-(6-methylpyridin-3-yl)-4,5-dihydro-1H-pyrazole-1-carbonyl)bicyclo[1.1.1]-pentan-1-yl)methyl)-1H-indazole-5-carbonitrile